4-[1-(5-fluoro-2,3-dihydro-1-benzofuran-7-yl)ethyl]-1H-imidazole FC=1C=C(C2=C(CCO2)C1)C(C)C=1N=CNC1